lithium tris(methylmalonate) phosphate P(=O)([O-])(O)O.CC(C(=O)O)C(=O)O.CC(C(=O)O)C(=O)O.CC(C(=O)O)C(=O)O.[Li+]